CC1(CNC=2C1=NC(=CC2)C#N)C 3,3-dimethyl-2,3-dihydro-1H-pyrrolo[3,2-b]pyridine-5-carbonitrile